2-((1,1-difluoropropan-2-yl)oxy)-5-(4,4,5,5-tetramethyl-1,3,2-dioxaborolan-2-yl)pyridine FC(C(C)OC1=NC=C(C=C1)B1OC(C(O1)(C)C)(C)C)F